5-methyl-oxazol-4-carbonyl chloride CC1=C(N=CO1)C(=O)Cl